C(CCCC(=O)OC(COC(CCCCCCCCCCCCC)=O)COC(CCCCCCCCCCCCC)=O)(=O)OC[C@]1(O[C@H](C[C@@H]1O)N1C2=NC(=NC(=C2N=C1)N)F)C#C ((2R,3S,5R)-5-(6-amino-2-fluoro-9H-purin-9-yl)-2-ethynyl-3-hydroxytetrahydrofuran-2-yl)methyl (1,3-bis(tetradecanoyloxy)propan-2-yl) glutarate